5-fluoro-4-(3-(2-oxo-1,2-dihydropyridin-3-yl)phenyl)pyrimidin FC=1C(=NC=NC1)C1=CC(=CC=C1)C=1C(NC=CC1)=O